S1C=C(C=C1)CC(=O)O 2-(thiophene-3-yl)acetic acid